4-hydroxy-1-{1h,4h,5h,6h,7h-pyrrolo[3,2-c]pyridin-5-yl}-3-{5-[4-(trifluoromethoxy)phenyl]-1h,2h,3h,4h,5h,6h-pyrrolo[3,4-c]pyrrol-2-yl}butan-1-one OCC(CC(=O)N1CC2=C(CC1)NC=C2)N2CC=1CN(CC1C2)C2=CC=C(C=C2)OC(F)(F)F